(R)-1-[(S)-2-(dicyclohexylphosphino)ferrocenyl]ethyl-di-tert-butylphosphine C1(CCCCC1)P(C=1[C-](C=CC1)[C@@H](C)P(C(C)(C)C)C(C)(C)C)C1CCCCC1.[CH-]1C=CC=C1.[Fe+2]